2-((6-(2-Chloro-3-(3-chloro-2-(isoindolin-5-yl)pyridin-4-yl)phenyl)-2-methoxypyridin-3-yl)methyl)-2,6-diazaspiro[3.4]octan-7-one ClC1=C(C=CC=C1C1=C(C(=NC=C1)C=1C=C2CNCC2=CC1)Cl)C1=CC=C(C(=N1)OC)CN1CC2(C1)CNC(C2)=O